C1SCCC12OCCNC2 6-oxa-2-thia-9-azaspiro[4.5]decane